(5-((2-(2,6-dioxopiperidin-3-yl)-1-oxoisoindolin-4-yl)amino)pentyl)(methyl)carbamic acid tert-butyl ester C(C)(C)(C)OC(N(C)CCCCCNC1=C2CN(C(C2=CC=C1)=O)C1C(NC(CC1)=O)=O)=O